FC=1C=C(C=C(C1N=C=S)F)C1=CC=C2C=C(CCC2=C1)C#CC1=CC=C(C=C1)CCCCC 7-(3,5-Difluoro-4-isothiocyanatophenyl)-3-((4-pentylphenyl)-ethynyl)-1,2-dihydronaphthalene